N-(4-chloro-2-iodophenyl)-N-methoxybenzamide ClC1=CC(=C(C=C1)N(C(C1=CC=CC=C1)=O)OC)I